C1(CC1)N(C1=NC=NC(=C1F)NCC1=NC=C(C=C1)S(=O)(=O)C)CC1=NC=C(C=C1)C(F)(F)F N4-cyclopropyl-5-fluoro-N6-[(5-methylsulfonyl-2-pyridyl)methyl]-N4-[[5-(trifluoromethyl)-2-pyridyl]methyl]pyrimidine-4,6-diamine